C(CCCCCCC\C=C/CCCCCCCC)OC(C(O)CC(=O)OCCCCCCCC\C=C/CCCCCCCC)=O.C(CCC)[Sn]CCCC dibutyl-tin bisoleyl-malate